methyl 4-[5-(6-{3-cyanopyrrolo[1,2-b]pyridazin-7-yl}-4-[(oxan-4-yl)amino]pyridin-3-yl)-1,3,4-thiadiazol-2-yl]bicyclo[2.2.2]octane-1-carboxylate C(#N)C1=CC=2N(N=C1)C(=CC2)C2=CC(=C(C=N2)C2=NN=C(S2)C21CCC(CC2)(CC1)C(=O)OC)NC1CCOCC1